ClC=1C=C(C=CC1F)NC1=C2C=C(NC2=CC(=C1)C)C(=O)OCC Ethyl 4-((3-chloro-4-fluorophenyl) amino)-6-methyl-1H-indole-2-carboxylate